CC1CC2(CN(C2)C(=O)OC(C)(C)C)CCC1OC1=NC(=C(C=C1)C(F)(F)F)C tert-Butyl 6-methyl-7-((6-methyl-5-(trifluoromethyl)pyridin-2-yl)oxy)-2-azaspiro[3.5]nonane-2-carboxylate